FC1(CCC2=C1N=C(N=C2C2=NOC(=N2)C(C(=O)N2CCN(CC2)C)([2H])[2H])N2[C@H](CC2)C)F (S)-2-(3-(7,7-difluoro-2-(2-methylazetidin-1-yl)-6,7-dihydro-5H-cyclopenta[d]pyrimidin-4-yl)-1,2,4-oxadiazol-5-yl)-1-(4-methylpiperazin-1-yl)ethan-1-one-2,2-d2